(S)-N-(3-(4-chlorophenyl)-1-(methylsulfonyl)pyrrolidin-3-yl)-4-(trifluoromethoxy)benzenesulfonamide ClC1=CC=C(C=C1)[C@@]1(CN(CC1)S(=O)(=O)C)NS(=O)(=O)C1=CC=C(C=C1)OC(F)(F)F